CN(C(=O)C1C2CCC2CN1)C=1C=C(C=CC1)C (Rac)-N-methyl-N-(m-tolyl)-3-azabicyclo[3.2.0]heptane-2-carboxamide